4-(2-amino-1-hydroxy-2-oxoethyl)phenyl methanesulfonate CS(=O)(=O)OC1=CC=C(C=C1)C(C(=O)N)O